C1=C(C(=C(C(=C1Cl)[O-])Cl)Cl)O The molecule is a phenolate anion that is 2,3,5-trichlorobenzene-1,4-diol in which the hydroxy group that is ortho- to two chlorines has undergone deprotonation. The major species at pH 7.3. It is a conjugate base of a 2,3,5-trichlorobenzene-1,4-diol.